C(C)(C)(C)OC(NC(COCC1=C(C=C(C(=C1)[N+](=O)[O-])OC)F)C)=O (1-((2-fluoro-4-methoxy-5-nitrobenzyl)oxy)propan-2-yl)carbamic acid tert-butyl ester